N-(2-chloro-6-methylphenyl)-2-((6-(4-(5-((2-(2,6-dioxopiperidin-3-yl)-1,3-dioxoisoindolin-4-yl)amino)-5-oxopentanoyl)piperazin-1-yl)-2-methylpyrimidin-4-yl)amino)thiazole-5-carboxamide ClC1=C(C(=CC=C1)C)NC(=O)C1=CN=C(S1)NC1=NC(=NC(=C1)N1CCN(CC1)C(CCCC(=O)NC1=C2C(N(C(C2=CC=C1)=O)C1C(NC(CC1)=O)=O)=O)=O)C